3-((3-((1s,3s)-3-methoxy-1-(4-methyl-4H-1,2,4-triazol-3-yl)cyclobutyl)-5-(6-(((1-methylcyclobutyl)amino)methyl)-1-oxo-4-(trifluoromethyl)isoindolin-4-yl)phenyl)amino)propanenitrile COC1CC(C1)(C1=NN=CN1C)C=1C=C(C=C(C1)C1(C2CNC(C2=CC(=C1)CNC1(CCC1)C)=O)C(F)(F)F)NCCC#N